BrC=1C=NN(C1CCl)C1COCC1 E-4-bromo-5-(chloromethyl)-1-(tetrahydrofuran-3-yl)-1H-pyrazole